C1(CC1)N1N=CC(=C1)[C@@H]1OCC[C@@H](C1)C1=NC2=NC(=C(N=C2C(=N1)C1=C(C=C(C(=C1)F)C)F)C)C 2-[(2R,4S)-2-(1-cyclopropylpyrazol-4-yl)tetrahydropyran-4-yl]-4-(2,5-difluoro-4-methyl-phenyl)-6,7-dimethyl-pteridine